(E)-N-(2,3-dihydro-1H-inden-5-yl)-3-(4-hydroxy-3,5-dimethoxyphenyl)acrylamide C1CCC2=CC(=CC=C12)NC(\C=C\C1=CC(=C(C(=C1)OC)O)OC)=O